Cl.N[C@H]1[C@H](CCC1)CNC(=O)C1=CN(CCS1)C1=C2N=CNC2=NC=N1 N-(((1R,2R)-2-aminocyclopentyl)methyl)-4-(9H-purin-6-yl)-3,4-dihydro-2H-1,4-thiazine-6-carboxamide hydrochloride